3-[3-[[1-[5-[(4,6-Difluoro-1H-indol-5-yl)oxy]-2-fluoro-phenyl]-5-(2-hydroxyethylamino)pyrazol-3-yl]methyl]phenyl]propanoic acid FC1=C2C=CNC2=CC(=C1OC=1C=CC(=C(C1)N1N=C(C=C1NCCO)CC=1C=C(C=CC1)CCC(=O)O)F)F